2-chloro-4-(2-methoxyethoxy)-6-methyl-pyrimidine ClC1=NC(=CC(=N1)OCCOC)C